1-(4-(6-chloro-8-fluoro-7-(2-fluoro-6-hydroxy-phenyl)quinazolin-4-yl)-3,3-dimethyl-piperazin-1-yl)prop-2-en-1-one ClC=1C=C2C(=NC=NC2=C(C1C1=C(C=CC=C1O)F)F)N1C(CN(CC1)C(C=C)=O)(C)C